tert-butyl ({4-[4-(trifluoromethyl)-2-imidazolyl]-2-oxabicyclo[2.2.2]oct-1-yl}methyl)carbamate FC(C=1N=C(NC1)C12COC(CC1)(CC2)CNC(OC(C)(C)C)=O)(F)F